chloro-1-((2-(trimethylsilyl)ethoxy)methyl)-1H-benzo[d]imidazole ClC1=NC2=C(N1COCC[Si](C)(C)C)C=CC=C2